4-amino-α-methoxy-α-methyl-benzenemethanol NC1=CC=C(C=C1)C(O)(C)OC